C(C)OC=1C=C(C=CC1C=1NC(C2=C(N1)NN=N2)=O)C2=CC(=C(C=C2)C(=O)O)O 3'-ethoxy-3-hydroxy-4'-(7-oxo-6,7-dihydro-3H-[1,2,3]triazolo[4,5-d]pyrimidin-5-yl)-[1,1'-biphenyl]-4-carboxylic acid